BrCC1=CCCC1 (bromomethyl)cyclopent-1-en